CC1=CC=C(C=N1)C1CC=NN1C(=O)C1CCN(CC1)C1=NC=CC=N1 (5-(6-methylpyridin-3-yl)-4,5-dihydro-1H-pyrazol-1-yl)(1-(pyrimidin-2-yl)piperidin-4-yl)methanone